acetyl-DL-penicillamine C(C)(=O)N[C@@H](C(C)(C)S)C(=O)O |r|